3-(6-bromo-7-(difluoromethoxy)-1-oxoisoindolin-2-yl)piperidine-2,6-dione BrC1=CC=C2CN(C(C2=C1OC(F)F)=O)C1C(NC(CC1)=O)=O